para-nitrophenyl-thiophenol [N+](=O)([O-])C1=CC(=C(C=C1)S)C1=CC=CC=C1